tert-butyl N-[3-(5-bromo-1H-triazol-4-yl)-1-bicyclo[1.1.1]pentanyl]carbamate BrC1=C(N=NN1)C12CC(C1)(C2)NC(OC(C)(C)C)=O